N-Methyl-N-[(2S,4S)-2-methylpiperidin-4-yl]-5-[4-(1H-pyrazol-4-yl)-1H-pyrrolo[2,3-c]pyridin-7-yl][1,3]thiazolo[5,4-d][1,3]thiazol-2-amin Trifluoroacetat FC(C(=O)O)(F)F.CN(C=1SC=2N=C(SC2N1)C=1N=CC(=C2C1NC=C2)C=2C=NNC2)[C@@H]2C[C@@H](NCC2)C